tert-butyl (2-(2-(2-((4-(((2-(2,6-dioxopiperidin-3-yl)-1-oxoisoindolin-4-yl)oxy)methyl)benzyl)amino)-2-oxoethoxy)ethoxy)ethyl)carbamate O=C1NC(CCC1N1C(C2=CC=CC(=C2C1)OCC1=CC=C(CNC(COCCOCCNC(OC(C)(C)C)=O)=O)C=C1)=O)=O